1,4-butanediamine adipate C(CCCCC(=O)O)(=O)O.C(CCCN)N